ethyl 2-methyl-8-{[3-(trifluoromethyl)phenyl]methyl}-2H,8H-pyrazolo[3,4-b]indole-5-carboxylate CN1N=C2N(C3=CC=C(C=C3C2=C1)C(=O)OCC)CC1=CC(=CC=C1)C(F)(F)F